C(CC(=O)OCCC1=CC=C(C=C1)N)(=O)OC(C)(C)C Tert-butyl [2-(4-aminophenyl) ethyl] malonate